(S)-N-(3-chloro-5-methyl-1H-pyrazol-4-yl)-4-(5-cyclopropylpyrazin-2-yl)-5-fluoro-2-((1,1,1-trifluoropropan-2-yl)oxy)benzamide ClC1=NNC(=C1NC(C1=C(C=C(C(=C1)F)C1=NC=C(N=C1)C1CC1)O[C@H](C(F)(F)F)C)=O)C